FC1(CN(CCN(C1)S(=O)(=O)C1=CC=C(C=C1)C)S(=O)(=O)C1=CC=C(C=C1)C)F 6,6-difluoro-1,4-bis(p-tolylsulfonyl)-1,4-diazepane